(S)-(2-(1H-indol-3-yl)-1-(4-methoxyphenyl)ethyl)carbamic acid tert-butyl ester C(C)(C)(C)OC(N[C@@H](CC1=CNC2=CC=CC=C12)C1=CC=C(C=C1)OC)=O